CN1C=2C=CC(=NC2C(=CC1=O)N1C[C@H]([C@H](CC1)OC1=NC=CC=N1)C)C#N 5-methyl-8-((3R,4S)-3-methyl-4-(pyrimidin-2-yloxy)piperidin-1-yl)-6-oxo-5,6-dihydro-1,5-naphthyridine-2-carbonitrile